C(C)(C)(C)OC(=O)C1=CC=NC2=CC=C(C=C12)N1[C@H](COCC1)C (S)-6-(3-methylmorpholino)quinoline-4-carboxylic acid tert-butyl ester